Butyl 2-(7-vinylphthalazin-1-yl)-2,7-diazaspiro[3.5]nonane-7-carboxylate C(=C)C1=CC=C2C=NN=C(C2=C1)N1CC2(C1)CCN(CC2)C(=O)OCCCC